(2S)-3-(4-(2,6-dichloro-4-fluorophenyl)-1,1a,2,7b-tetrahydrocyclopropa[c]chromen-7-yl)-2-(2,6-difluorobenzamido)propanoic acid ClC1=C(C(=CC(=C1)F)Cl)C1=CC=C(C=2C3C(COC12)C3)C[C@@H](C(=O)O)NC(C3=C(C=CC=C3F)F)=O